O=C1NC(CCC1N1C(C2=CC=CC(=C2C1)C#CCCCCCN1CCN(CC1)C1=CC(=C(C(=O)N2CC(CC2)CCCCNC(\C=C\C=2C=NC=CC2)=O)C=C1)F)=O)=O (E)-N-(4-(1-(4-(4-(7-(2-(2,6-dioxopiperidin-3-yl)-1-oxoisoindoline-4-yl)hept-6-yn-1-yl)piperazin-1-yl)-2-fluorobenzoyl)pyrrolidin-3-yl)butyl)-3-(pyridin-3-yl)acrylamide